FC=1C=C(OC2=CC=C(C=C2)NC(OCC=2C(=C3C(N(CC3=CC2)C2C(NC(CC2)=O)=O)=O)OCCOC)=O)C=CC1F [2-(2,6-dioxopiperidin-3-yl)-4-(2-methoxyethoxy)-3-oxo-2,3-dihydro-1H-isoindol-5-yl]methyl N-[4-(3,4-difluorophenoxy)phenyl]carbamate